4-((5-((1,4-dioxan-2-yl)methoxy)-2-((2'-chloro-5'-methoxy-6-methyl-[4,4'-bipyridine]-3-carbonyl)imino)-1,3,4-thiadiazol-3(2H)-yl)methoxy)-4-oxobutanoic acid O1C(COCC1)COC1=NN(C(S1)=NC(=O)C=1C=NC(=CC1C1=CC(=NC=C1OC)Cl)C)COC(CCC(=O)O)=O